6-chloro-3-methyl-2-((S)-1-((S)-3-methyl-1,4-diazepan-1-yl)butyl)quinazolin-4(3H)-one ClC=1C=C2C(N(C(=NC2=CC1)[C@H](CCC)N1C[C@@H](NCCC1)C)C)=O